3-(1H-imidazol-4-yl)-5-(pyrrolidin-1-yl)pyridine N1C=NC(=C1)C=1C=NC=C(C1)N1CCCC1